The molecule is a member of the class of resorcinols carrying an additional 2-phenylethyl substituent at position 5. It has a role as an EC 1.14.18.1 (tyrosinase) inhibitor and a plant metabolite. It is a member of resorcinols and a diphenylethane. C1=CC=C(C=C1)CCC2=CC(=CC(=C2)O)O